C(CCC)OC1=NN2C(C(=N1)N)=NC=C2CC=2C=NC(=C(C2)CC)N2CCNCC2 2-Butoxy-7-((5-ethyl-6-(piperazin-1-yl)pyridin-3-yl)methyl)imidazo[2,1-f][1,2,4]triazin-4-amin